C(C1=CC=CC=C1)OC1=CC=C2C(C(OCC2=C1)C1=CC=2CCC2C=C1)C1=CC=C(C=C1)N1CCC(CC1)C(OC)OC 1-(4-(7-(benzyloxy)-3-(bicyclo[4.2.0]octa-1(6),2,4-trien-3-yl)isochroman-4-yl)phenyl)-4-(dimethoxymethyl)piperidine